tert-Butyl 3-(7-(thiazol-2-yl)-5-(2,2,2-trifluoro-1-methoxyethyl)benzo[d]oxazol-2-yl)-3,6-diazabicyclo[3.1.1]heptane-6-carboxylate S1C(=NC=C1)C1=CC(=CC=2N=C(OC21)N2CC1N(C(C2)C1)C(=O)OC(C)(C)C)C(C(F)(F)F)OC